C(C(=C)C)(=O)O.OCCCN1C(CCC1=O)=O N-hydroxypropyl-succinimide methacrylate